(1s,4s)-N,N-dimethyl-4-((5-(pyrazolo[1,5-a]pyridin-5-yl)-7H-pyrrolo[2,3-d]pyrimidin-2-yl)amino)cyclohexane-1-carboxamide CN(C(=O)C1CCC(CC1)NC=1N=CC2=C(N1)NC=C2C2=CC=1N(C=C2)N=CC1)C